N,N-Dimethyl-acrylamid CN(C)C(=O)C=C